C(C(C)C)(=O)N1CCN(CC1)CCNC=C1C(CC(CC1=O)C1=CC=CC=C1)=O 2-(((2-(4-isobutyrylpiperazin-1-yl)ethyl)amino)methylene)-5-phenylcyclohexane-1,3-dione